COC1=CC=C(C=C1)C1C(NC(C(C1)C1=CC=CC=C1)C1=CC=CC=C1)=O 5-cis-3-(4-methoxyphenyl)-5,6-diphenylpiperidin-2-one